NC=1N=C(SC1C(C1=CC=C(C=C1)O)=O)N(C1=CC=C(C=C1)F)C(C(=O)N)C (N-[4-Amino-5-(4-hydroxybenzoyl)thiazol-2-yl]-4-fluoroanilino)propanamid